(2r,5s)-4-(8-cyanoquinolin-5-yl)-2,5-dimethylpiperazine-1-carboxylic acid tert-butyl ester C(C)(C)(C)OC(=O)N1[C@@H](CN([C@H](C1)C)C1=C2C=CC=NC2=C(C=C1)C#N)C